6-fluoro-7-((4-(2-fluoro-4-(methylcarbamoyl)phenyl)piperazin-1-yl)methyl)-3-methylpyrazolo[1,5-a]quinoxalin-4(5H)-one FC1=C2NC(C=3N(C2=CC=C1CN1CCN(CC1)C1=C(C=C(C=C1)C(NC)=O)F)N=CC3C)=O